FC1(OC2=C(O1)C=CC(=C2)[C@H]2[C@@H](C2)C=2C=1N(N=C(C2)C=2C(NC(NC2)=O)=O)C=CN1)F 5-(8-((1R,2R)-2-(2,2-difluorobenzo[d][1,3]dioxol-5-yl)cyclopropyl)imidazo[1,2-b]pyridazin-6-yl)pyrimidine-2,4(1H,3H)-dione